(4,4-dimethylpiperidin-1-yl)acetic acid CC1(CCN(CC1)CC(=O)O)C